C1[C@H](NC(=O)O1)CC2=CC=CC=C2 (R)-(+)-4-benzyl-2-oxazolidinone